CCCCC/C=C\\C/C=C\\C/C=C\\C/C=C\\CCCC(=O)OC The molecule is a fatty acid methyl ester resulting from the formal condensation of the carboxy group of arachidonic acid with methanol. It has a role as a human blood serum metabolite. It derives from an arachidonic acid.